C1(=CC=CC=C1)/C(=C/C)/N1C(CCC1)=S 1-[(1Z)-1-phenyl-1-propen-1-yl]-2-pyrrolidinethione